N1=C(C=C(C=C1)NC(/C=C/C(=O)OCC)=O)C=1C=NC=CC1 (E)-ethyl 4-([2,3'-bipyridin]-4-ylamino)-4-oxobut-2-enoate